CC(=CCCC1=CC=CCC1)C 4-(4-methyl-pent-3-enyl)cyclohex-3-eneN